Tris(nonylphenyl)-phosphit C(CCCCCCCC)C1=C(C=CC=C1)OP(OC1=C(C=CC=C1)CCCCCCCCC)OC1=C(C=CC=C1)CCCCCCCCC